(3S)-3-(5-methylthiophen-3-yl)-3-[1-(trifluoromethyl)cyclopropyl]propanoic acid CC1=CC(=CS1)[C@@H](CC(=O)O)C1(CC1)C(F)(F)F